tert-Butyl (S)-2-amino-2-(2-fluoro-3-methoxy-6-nitrophenyl)propanoate N[C@@](C(=O)OC(C)(C)C)(C)C1=C(C(=CC=C1[N+](=O)[O-])OC)F